5-[3-methyl-2-[[4-(methylsulfonyl)-1-piperazinyl]methyl]-7-(4-morpholinyl)thieno[2,3-c]pyridine-5-yl]-2-pyrimidinamine CC1=C(SC2=C(N=C(C=C21)C=2C=NC(=NC2)N)N2CCOCC2)CN2CCN(CC2)S(=O)(=O)C